BrC=1C(=NC=CC1)C(C(=O)O)(C)C 2-(3-bromo-2-pyridyl)-2-methyl-propanoic acid